3-(DIFLUOROMETHYL)-4-FLUOROPHENYLBORONIC ACID FC(C=1C=C(C=CC1F)B(O)O)F